C(C1CO1)OC(CN1C(N(C(C1=O)(C)C)CC1CO1)=O)CN1C(N(C(C1=O)(C)C)CC1CO1)=O 2-glycidyloxy-1,3-bis(5,5-dimethyl-1-glycidylhydantoin-3-yl)propane